OC=1C=2N(C=C(C1)OCC(C)(C)O)N=CC2C#N 4-Hydroxy-6-(2-hydroxy-2-methyl-propoxy)pyrazolo[1,5-a]pyridine-3-carbonitrile